CC=1C(=C(C=CC1)C(=O)C1=CC=CC=C1)\C=C\C1=CC=NC=C1 (E)-(3-methyl-2-(2-(pyridin-4-yl)vinyl)phenyl)(phenyl)methanone